C(C1=CC=CC=C1)OC1=C(C=CC=C1F)C1=C(C(=C(C=C1)OCC)F)F 2'-(benzyloxy)-4-ethoxy-2,3,3'-trifluoro-1,1'-biphenyl